C(CCCCCCCCCCC)OCC(OC(CCCCCCC\C=C/C\C=C/CCCCC)=O)COC(C)=O 1-lauryl-2-linoleoyl-3-acetyl-glycerol